bis-[2-methyl-4-(hydroxyethoxy)-6-butylphenyl] sulfide CC1=C(C(=CC(=C1)OCCO)CCCC)SC1=C(C=C(C=C1CCCC)OCCO)C